MethylPhosphite Disodium [Na+].[Na+].COP([O-])[O-]